trans-2-octene-1,1-dicarboxylic acid anhydride C1(\C=C\CCCCC)C(=O)OC1=O